O1COC2=C1C(CC=C2)=O [1,3]benzodioxol-7-one